ClCC1=C2C(=NC=3C=C(C(=CC13)OC)F)C1=CC3=C(C(N1C2)=O)COC([C@]3(O)CC)=O (S)-11-(chloromethyl)-4-ethyl-8-fluoro-4-hydroxy-9-methoxy-1H-pyrano[3',4':6,7]indolizino[1,2-b]quinoline-3,14(4H,12H)-dione